O=CC1=CC(OCC)=C(O)C=C1 ethyl VANILLIN